1-(((2S)-4-((3-cyano-1-azetidinyl)sulfonyl)-2-morpholinyl)carbonyl)-N-(3,5-difluorobenzyl)-D-prolinamide C(#N)C1CN(C1)S(=O)(=O)N1C[C@H](OCC1)C(=O)N1[C@H](CCC1)C(=O)NCC1=CC(=CC(=C1)F)F